CC=1C(N(C(N(C1)CC1N2CCC(C1=O)CC2)=O)CC2N1CCC(C2=O)CC1)=O 5-methyl-1,3-bis((3-oxoquinuclidin-2-yl)methyl)-pyrimidine-2,4(1H,3H)-dione